1,8-dichloro-2-naphthol ClC1=C(C=CC2=CC=CC(=C12)Cl)O